6-methyl-2'-deoxyadenosine 5'-diphosphate P(O)(=O)(OP(=O)(O)O)OC[C@@H]1[C@H](C[C@@H](O1)N1CN=C2C(N)(N=CN=C12)C)O